C1(=CC=CC=C1)N1C(CCC1)=O phenyl-pyrrolidone